C(C)(=O)N1CCC(=CC1)C1=CC2=C(N=C(N=C2N[C@H](C)C2=C(C(=CC=C2)C(F)F)F)C)NC1=O (R)-6-(1-acetyl-1,2,3,6-tetrahydropyridin-4-yl)-4-((1-(3-(difluoromethyl)-2-fluorophenyl)ethyl)amino)-2-methylpyrido[2,3-d]pyrimidin-7(8H)-one